CC1(N(CC1)CC1=CC(=NC=C1)C=1C=C2CN(C(C2=CC1)=O)C1C(NC(CC1)=O)=O)C 3-(5-(4-((2,2-dimethylazetidin-1-yl)methyl)pyridin-2-yl)-1-oxoisoindolin-2-yl)piperidine-2,6-dione